FC1=CC=C(CN2C=C(C(C=C2)C2=CC=C(C=C2)Cl)C#N)C=C1 N-(4-fluorobenzyl)-3-cyano-4-(4-chlorophenyl)-1,4-dihydropyridine